(5-bromo-6-(ethoxymethyl)pyridin-2-yl)methanol BrC=1C=CC(=NC1COCC)CO